Diazabicyclo[4.3.0]nonane N12NCCCC2CCC1